N-ethyl-5-fluoro-2-({4-[7-({8-fluoro-1,4-dioxaspiro[4.5]decan-8-yl}methyl)-2,7-diazaspiro[3.5]nonan-2-yl]pyrimidin-5-yl}oxy)-N-isopropylbenzamide C(C)N(C(C1=C(C=CC(=C1)F)OC=1C(=NC=NC1)N1CC2(C1)CCN(CC2)CC2(CCC1(OCCO1)CC2)F)=O)C(C)C